COC1=CC=2N(C=C1)C(=NC2)CC(C)N(C)C 1-(7-methoxyimidazo[1,5-a]pyridin-3-yl)-N,N-dimethylpropan-2-amine